tin(IV) oxide [Sn](=O)=O